5-[1-(2-hydroxyethyl)-1,9-diazaspiro[4.5]decan-9-yl]-5-[4-[4-(trifluoromethoxy)phenoxy]phenyl]hexahydropyrimidine-2,4,6-trione OCCN1CCCC12CCCN(C2)C2(C(NC(NC2=O)=O)=O)C2=CC=C(C=C2)OC2=CC=C(C=C2)OC(F)(F)F